Racemic-(3-bromo-1-{1-[(tert-butoxycarbonyl)amino]propan-2-yl}-1H-pyrazol-5-yl)methyl methanesulfonate CS(=O)(=O)OCC1=CC(=NN1[C@@H](CNC(=O)OC(C)(C)C)C)Br |r|